C(C)N(C(C=C)=O)CC.C(C=C)(=O)O acrylic acid-N,N-diethylacrylamide